(trans)-4-vinyl-4'-[(E,Z)-1-propenyl]-1,1'-bicyclohexane C(=C)C1CCC(CC1)C1CCC(CC1)\C=C\C